S1N=CC2=C1C=CC=C2 benzisothiazole